N-(3,5-dimethoxyphenyl)-2-((naphthalen-1-ylamino)methyl)benzo[h]quinolin-4-amine COC=1C=C(C=C(C1)OC)NC1=CC(=NC2=C3C(=CC=C12)C=CC=C3)CNC3=CC=CC1=CC=CC=C31